C(C1=CC=CC=C1)N1C(N(C(C=C1Cl)=O)CCC)=O benzyl-6-chloro-3-propylpyrimidine-2,4(1H,3H)-dione